BrC=1C(=CC(=C(C1)S(=O)(=O)N[C@@H](C(=O)N)C(C)(C)C)F)Cl (R)-2-((5-bromo-4-chloro-2-fluorophenyl)sulfonamido)-3,3-dimethylbutanamide